C(C)(=O)OC1=C(C=CC(=C1)C1CCC1)N1N=C2CCN(CC3C2=C1CCN3C(=O)[O-])C(=O)[O-] 2-(2-acetoxy-4-cyclobutylphenyl)-3,4,5a,6,8,9-hexahydro-2H-1,2,5,7-tetraazabenzo[cd]azulene-5,7-dicarboxylate